C(C1=CC=CC=C1)(=O)OCCOCCCC 2-butoxyethyl benzoate